5-amino-N-(4-chlorophenyl)-2,3-dihydrothieno[2,3-b]Thiophene-4-carboxamide NC1=C(C2=C(S1)SCC2)C(=O)NC2=CC=C(C=C2)Cl